C1(CCCC1)N1C(CN(C=2C=NC(=NC12)NC1=C(C=C(C=C1)C(CCCOC1CCN(CC1)C(=O)OC(C)(C)C)=O)OC)C)CC tert-butyl 4-[4-[4-[(8-cyclopentyl-7-ethyl-5-methyl-6,7-dihydropteridin-2-yl)amino]-3-methoxy-phenyl]-4-oxo-butoxy]piperidine-1-carboxylate